FC=1C=2N(C=C(C1)C1=CNC=3N=C(N=CC31)NCC3CCN(CC3)C)N=CN2 5-(8-fluoro-[1,2,4]triazolo[1,5-a]pyridin-6-yl)-N-((1-methylpiperidin-4-yl)methyl)-7H-pyrrolo[2,3-d]pyrimidin-2-amine